(R)-2-methylbutan-1-amine C[C@@H](CN)CC